4-(N,N-dimethylcarbamylthio-phenyl)2-methoxybenzaldehyde CN(C(=O)SC1=C(C=CC=C1)C1=CC(=C(C=O)C=C1)OC)C